5-(3,3-difluorocyclobutyl)pyridinecarboxaldehyde FC1(CC(C1)C=1C=CC(=NC1)C=O)F